(E)-N-(2-aminophenyl)-4-(4-(pyridin-3-yl)but-3-enamido)benzamide NC1=C(C=CC=C1)NC(C1=CC=C(C=C1)NC(C\C=C\C=1C=NC=CC1)=O)=O